borneol isobutyrate C(C(C)C)(=O)OC1C2(CCC(C1)C2(C)C)C